[Se]1[Se]CCCC1 Diselenan